4-cyclobutyl-4-(pyridin-2-ylthio)butanoic acid 2,5-dioxopyrrolidin-1-yl ester O=C1N(C(CC1)=O)OC(CCC(SC1=NC=CC=C1)C1CCC1)=O